2-(oxolan-2-yl)ethyl-pyrimidine O1C(CCC1)CCC1=NC=CC=N1